3-chloro-7-(chloromethyl)-1H-1,5-naphthyridin-2-one ClC=1C(NC2=CC(=CN=C2C1)CCl)=O